(1r,2s,5s)-N-[(S)-1-cyano-2-[(S)-2-oxopyrrolidin-3-yl]ethyl]-3-[(R)-3,3-dimethyl-2-(2,2,2-trifluoroacetamido)butyryl]-6,6-dimethyl-3-azabicyclo[3.1.0]hexane-2-carboxamide C(#N)[C@H](C[C@H]1C(NCC1)=O)NC(=O)[C@@H]1[C@H]2C([C@H]2CN1C([C@@H](C(C)(C)C)NC(C(F)(F)F)=O)=O)(C)C